FC=1C=C2C(=C(/C(/C2=CC1F)=C/C1=CC=C(C=C1)COC1=CC=C(C=C1)F)C)CC(=O)O (Z)-2-(5,6-difluoro-1-(4-((4-fluorophenoxy)methyl)benzylidene)-2-methyl-1H-inden-3-yl)acetic acid